C(C)N(CCC1=CNC2=CC=C(C(=C12)F)OC)CC N,N-diethyl-2-(4-fluoro-5-methoxy-1H-indol-3-yl)ethan-1-amine